N1(CCN(CCNCC1)CC=1C(=C(C=C(C1)C)NC(C(CO)CO)=O)O)CC=1C(=C(C=C(C1)C)NC(C(CO)CO)=O)O N,N'-{1,4,7-triazonane-1,4-diylbis[methylene(2-hydroxy-5-methyl-3,1-phenylene)]}bis[3-hydroxy-2-(hydroxymethyl)propanamide]